P(OC(CO)OP([O-])=O)([O-])=O.[K+].[K+] potassium hydroxyethylidene bisphosphonate